C(C)N1N=NC2=C1C=CC(=C2C)[C@H](C(C(=O)OCC2=CC=CC=C2)(C)C)C=2SC(=C(C2)COCC2=CC=C(C=C2)OC)C benzyl (R)-3-(1-ethyl-4-methyl-1H-benzo[d][1,2,3]triazol-5-yl)-3-(4-(((4-methoxybenzyl)oxy)methyl)-5-methylthiophen-2-yl)-2,2-dimethylpropanoate